Methyl(oxo)([(2R)-1-phenoxy-2-butanyl]oxy)phosphonium C[P+](O[C@@H](COC1=CC=CC=C1)CC)=O